CP(C1=CC=C(C2=C1C=CO2)NCC#C)(C)=O Dimethyl-(7-(prop-2-yn-1-ylamino)benzofuran-4-yl)phosphine oxide